3,5-dibromo-1-(prop-2-yl)-1H-1,2,4-triazole BrC1=NN(C(=N1)Br)C(C)C